2-mercapto-1-ethyltrimethoxysilane SCC[Si](OC)(OC)OC